NCCN(C1=CC(=CC=C1)C)CC N-(2-aminoethyl)-N-ethyl-m-toluidine